5-(4-{[(3R)-1-methylpiperidin-3-yl]amino}phthalazin-1-yl)-2-(trifluoromethyl)pyridin-4-ol CN1C[C@@H](CCC1)NC1=NN=C(C2=CC=CC=C12)C=1C(=CC(=NC1)C(F)(F)F)O